5-((1-(((tert-Butyldimethylsilyl)oxy)methyl)cyclopropyl)methyl)-1-(tetrahydro-2H-pyran-2-yl)-1H-pyrazole [Si](C)(C)(C(C)(C)C)OCC1(CC1)CC1=CC=NN1C1OCCCC1